(R)-N-cyclopropyl-1-(4-methoxypyrimidin-2-yl)piperidin-3-amine C1(CC1)N[C@H]1CN(CCC1)C1=NC=CC(=N1)OC